6-(cyclopropanecarboxamido)-4-((3-(5-(2-hydroxypropan-2-yl)pyridin-2-yl)-2-methoxyphenyl)amino)-N-(methyl-d3)pyridazine-3-carboxamide C1(CC1)C(=O)NC1=CC(=C(N=N1)C(=O)NC([2H])([2H])[2H])NC1=C(C(=CC=C1)C1=NC=C(C=C1)C(C)(C)O)OC